2-[(5-chloro-2-pyridinyl) amino]-2-oxoacetate mono-hydrochloride Cl.ClC=1C=CC(=NC1)NC(C(=O)O)=O